C(CC#C)OC1=CC=C(C(=O)O)C=C1 4-(3-butyn-1-yloxy)benzoic acid